2-cyclohexyl-2-[2-(2,4-dimethoxy-phenyl)-benzimidazol-1-yl]-N-((R)-1-phenyl-ethyl)-acetamide C1(CCCCC1)C(C(=O)N[C@H](C)C1=CC=CC=C1)N1C(=NC2=C1C=CC=C2)C2=C(C=C(C=C2)OC)OC